C(CCCC)OCCCCC.[Al] aluminum amyloxide